3-({2-[(4-{13-cyano-8-ethyl-4-fluoro-9-oxo-6,8,10-triazatricyclo[9.4.0.02,7]pentadeca-1(11),2(7),3,5,12,14-hexaen-10-yl}-3,5-difluorophenyl)amino]ethyl}amino)propane-1-sulfonic acid C(#N)C1=CC=2N(C(N(C=3N=CC(=CC3C2C=C1)F)CC)=O)C1=C(C=C(C=C1F)NCCNCCCS(=O)(=O)O)F